3-(4-(piperazin-1-yl)pyridin-2-yl)piperidine-2,6-dione N1(CCNCC1)C1=CC(=NC=C1)C1C(NC(CC1)=O)=O